(1s,4s)-4-((5-(4-fluoro-1-(2-fluoroethyl)-2-methyl-1H-benzo[d]imidazol-6-yl)-4-methoxypyrrolo[2,1-f][1,2,4]triazin-2-yl)amino)-1-methylcyclohexan-1-ol FC1=CC(=CC=2N(C(=NC21)C)CCF)C=2C=CN1N=C(N=C(C12)OC)NC1CCC(CC1)(O)C